NC1(C=CSC=C1)C#N 4-aminothiopyran-4-carbonitrile